N-(5-(4-(morpholinomethyl)phenyl)-[1,2,4]triazolo[1,5-a]pyridin-2-yl)cyclopropanecarboxamide O1CCN(CC1)CC1=CC=C(C=C1)C1=CC=CC=2N1N=C(N2)NC(=O)C2CC2